ClC=1C(=NC=C(C1)C(F)(F)F)CCNC(=O)C1=NC(=NO1)C1=CC=CC=C1 (2-(3-chloro-5-(trifluoromethyl)pyridin-2-yl)ethyl)-3-phenyl-1,2,4-oxadiazole-5-carboxamide